O=C1C2CCC(CC1C(=O)OCC)N2C(=O)OC(C)(C)C 8-(tert-butyl) 3-ethyl 2-oxo-8-azabicyclo[3.2.1]octane-3,8-dicarboxylate